methyl 4-[4-[[(2S)-1,4-dioxan-2-yl]methoxy]-1-methyl-2-oxo-6,7-dihydrobenzo[a]quinolizin-9-yl]-3,6-dihydro-2H-pyridine-1-carboxylate O1[C@@H](COCC1)COC=1N2CCC3=C(C2=C(C(C1)=O)C)C=CC(=C3)C=3CCN(CC3)C(=O)OC